(S)-7-((3-fluoropyrrolidin-1-yl)methyl)-2-(3-(3-methyl-1-(4-methyl-4H-1,2,4-triazol-3-yl)cyclobutyl)phenyl)-5-(trifluoromethyl)-3,4-dihydroisoquinolin-1(2H)-one F[C@@H]1CN(CC1)CC1=CC(=C2CCN(C(C2=C1)=O)C1=CC(=CC=C1)C1(CC(C1)C)C1=NN=CN1C)C(F)(F)F